O=C1NC(CCC1N1C(C2=CC=C(C=C2C1=O)CN(C1CCN(CC1)C1=CC=C(C(=O)NC2=CC(=C(C=C2)C)NC2=NC=CC(=N2)C=2C=NC=CC2)C=C1)C)=O)=O 4-(4-(((2-(2,6-dioxopiperidin-3-yl)-1,3-dioxoisoindoline-5-yl)methyl)(methyl)amino)piperidin-1-yl)-N-(4-methyl-3-((4-(pyridin-3-yl)pyrimidin-2-yl)amino)phenyl)benzamide